6-chloro-N-[(3R)-1-(2-methoxypropyl)-3-piperidyl]-5-methyl-1,2,4-triazin-3-amine ClC1=C(N=C(N=N1)N[C@H]1CN(CCC1)CC(C)OC)C